C12COCC(N1C=1SC=3C(=NC=CC3N1)C(=O)NC=1C=NC(=CC1C(NC1=CC3=C(OC(O3)(F)F)C=C1)=O)OC)C2 2-(3-Oxa-6-azabicyclo[3.1.1]heptan-6-yl)-N-(4-((2,2-difluorobenzo[d][1,3]dioxol-5-yl)carbamoyl)-6-methoxypyridin-3-yl)thiazolo[5,4-c]pyridine-4-carboxamide